N-(4-([1,2,4]triazolo[1,5-a]pyridin-7-yloxy)-2-fluoro-3-methylphenyl)-6-chloro-5-fluoropyrido[3,4-d]pyrimidin-4-amine N=1C=NN2C1C=C(C=C2)OC2=C(C(=C(C=C2)NC=2C1=C(N=CN2)C=NC(=C1F)Cl)F)C